C(CCCCCCCCCCCC=CCCCCCC)(=O)OCCCCCCCCCCCCCCCCCCCCCCCCCCC heptacosyl eicos-13-enoate